4-[(1H-1,3-benzodiazol-2-yl)amino]-4-[3-(trifluoromethyl)phenyl]butanenitrile N1C(=NC2=C1C=CC=C2)NC(CCC#N)C2=CC(=CC=C2)C(F)(F)F